3-(6-(5-chloro-2-((3-(methoxymethyl)phenyl)amino)pyrimidin-4-yl)-4-fluoro-1-isopropyl-1H-benzo[d]imidazol-2-yl)oxazolidin-2-one ClC=1C(=NC(=NC1)NC1=CC(=CC=C1)COC)C=1C=C(C2=C(N(C(=N2)N2C(OCC2)=O)C(C)C)C1)F